2-Amino-N-{1-[8-chloro-5-(4-cyano-piperidin-1-yl)imidazo[1,5-a]pyridin-6-yl]ethyl}pyrazolo[1,5-a]pyrimidine-3-carboxamide trifluoroacetate salt FC(C(=O)O)(F)F.NC1=NN2C(N=CC=C2)=C1C(=O)NC(C)C=1C=C(C=2N(C1N1CCC(CC1)C#N)C=NC2)Cl